5-chloro-2,3-diphenylpyrazine ClC=1N=C(C(=NC1)C1=CC=CC=C1)C1=CC=CC=C1